N-(3-(3-chlorophenyl)-1-methyl-1H-pyrazol-5-yl)-4-(2-methyl-6,7-dihydropyrazolo[1,5-a]pyrimidin-4(5H)-yl)-4-oxobutanamide ClC=1C=C(C=CC1)C1=NN(C(=C1)NC(CCC(=O)N1C=2N(CCC1)N=C(C2)C)=O)C